N-ethyl-N-methylpyridinecarboxamide C(C)N(C(=O)C1=NC=CC=C1)C